S(=O)(=O)([O-])[O-].C(CCCCCCCCCCCCC)C[N+](C)(C)CC.C(CCCCCCCCCCCCC)C[N+](CC)(C)C myristyl-ethyltrimethyl-ammonium sulfate